N4-hydroxymethylcytosine OCNC1=NC(NC=C1)=O